OC(CCC1=CC=2C(=NC=C(C2)C(=O)N2CCCCC2)N1C1=CC=C(C(=O)OC)C=C1)(C)C methyl 4-(2-(3-hydroxy-3-methylbutyl)-5-(piperidine-1-carbonyl)-1H-pyrrolo[2,3-b]pyridin-1-yl)benzoate